FC1=CC=C(C=C1)C=1C(C(=CN(N1)C(C)C)C(=O)N)=O 6-(4-fluorophenyl)-2-isopropyl-5-oxo-2,5-dihydropyridazine-4-carboxamide